F[C@H]1C[C@H](N(C1)C(CN1C[C@H](CC1)NC=1C2=C(C=NC1)C=CO2)=O)C#N (2S,4S)-4-Fluoro-1-(2-((S)-3-(furo[3,2-c]pyridin-7-ylamino)pyrrolidin-1-yl)acetyl)pyrrolidin-2-carbonitril